n-Butyltriethoxysilan C(CCC)[Si](OCC)(OCC)OCC